[N-](S(=O)(=O)C(F)(F)F)S(=O)(=O)C(F)(F)F.C1(=CC=CC=C1)C(CP)(C1=CC=CC=C1)C1=CC=CC=C1 triphenyl-ethylphosphine bistrifluoromethanesulfonimide salt